2-[[5-[3-[4-(3-allyl-2-fluoro-phenyl)-4,5,6,7-tetrahydro-1H-imidazo[4,5-c]pyridin-2-yl]-4-fluoro-phenoxy]-4,6-difluoro-indol-1-yl]methoxy]ethyl-trimethyl-silane C(C=C)C=1C(=C(C=CC1)C1NCCC2=C1N=C(N2)C=2C=C(OC=1C(=C3C=CN(C3=CC1F)COCC[Si](C)(C)C)F)C=CC2F)F